N1C=C(C=2C=NC=CC21)NC(C(=O)OCC)=O ethyl 2-((1H-pyrrolo[3,2-c]pyridin-3-yl)amino)-2-oxoacetate